methyl (S)-2,4-dimethyl-6-(3-methylpiperazin-1-yl)nicotinate hydrochloride Cl.CC1=C(C(=O)OC)C(=CC(=N1)N1C[C@@H](NCC1)C)C